4-(5-chloro-2-methoxyphenyl)-N-(6-(1-cyclopropyl-6-oxo-1,6-dihydropyridazin-4-yl)thiazolo[4,5-b]pyrazin-2-yl)-6-methylpyridine-3-carboxamide ClC=1C=CC(=C(C1)C1=C(C=NC(=C1)C)C(=O)NC=1SC=2C(=NC=C(N2)C=2C=NN(C(C2)=O)C2CC2)N1)OC